2,4-difluorobenzyl (S,E)-2-((3-(7-(dimethylamino)-2-((dimethylcarbamoyl)oxy)-7-oxohept-5-enamido)-2-oxopyridin-1(2H)-yl)methyl)-5-fluoro-1H-indole-1-carboxylate CN(C(/C=C/CC[C@@H](C(=O)NC=1C(N(C=CC1)CC=1N(C2=CC=C(C=C2C1)F)C(=O)OCC1=C(C=C(C=C1)F)F)=O)OC(N(C)C)=O)=O)C